CC1(OB(OC1(C)C)C=1C=C2CCN(CC2=CC1)C(=O)OC(C)(C)C)C tert-butyl 6-(4,4,5,5-tetramethyl-1,3,2-dioxaborolan-2-yl)-1,2,3,4-tetrahydroisoquinoline-2-carboxylate